chloro-4'-((5-chloro-6-(2H-1,2,3-triazol-2-yl) pyridin-3-yl) carbamoyl)-2',4-difluoro-[1,1'-biphenyl]-2-ylcarbamate ClN(C([O-])=O)C1=C(C=CC(=C1)F)C1=C(C=C(C=C1)C(NC=1C=NC(=C(C1)Cl)N1N=CC=N1)=O)F